CCCCC(C(C(C(=O)[O-])(F)F)(F)F)F.[NH4+] ammonium pentafluorooctanoate